(4aR,8aS)-6-[7-[(3,5-difluoro-2-pyridyl)methyl]-2-azaspiro[3.5]nonane-2-carbonyl]-4,4a,5,7,8,8a-hexahydropyrido[4,3-b][1,4]oxazin-3-one FC=1C(=NC=C(C1)F)CC1CCC2(CN(C2)C(=O)N2C[C@@H]3[C@@H](OCC(N3)=O)CC2)CC1